COC=1N=C(C2=CC=CC=C2C1)B(O)O methoxyisoquinoline-1-boronic acid